5-tert-butyl-3-[2-pyrimidinyl]-1H-1,2,4-triazole C(C)(C)(C)C1=NC(=NN1)C1=NC=CC=N1